CN(C1CCN(CC1)C1=C(C=C(C=C1)C=1C=CC=2N(C1)C1=C(N2)C=CC=C1N1C[C@@H](N([C@@H](C1)C)C)C)F)C N,N-dimethyl-1-(2-fluoro-4-(9-((3S,5R)-3,4,5-trimethylpiperazin-1-yl)benzo[4,5]imidazo[1,2-a]pyridin-2-yl)phenyl)piperidin-4-amine